C12N(CC(C1)C2)C2=NC=C(C=N2)C(=O)NC=2C(=NC=CC2C2=NC=CC=C2)N2CC(CC2)(F)F 2-(2-azabicyclo[2.1.1]hexan-2-yl)-N-(2'-(3,3-difluoropyrrolidin-1-yl)-[2,4'-bipyridin]-3'-yl)pyrimidine-5-carboxamide